N-(3-((3-benzoylphenyl)formamido)propyl)methacrylamide C(C1=CC=CC=C1)(=O)C=1C=C(C=CC1)C(=O)NCCCNC(C(=C)C)=O